ClC1=C(C=C2C[C@H]([C@H](N3C2=C1C=C3)C)N(C)C)F (4R,5R)-9-chloro-8-fluoro-N,N,4-trimethyl-5,6-dihydro-4H-pyrrolo[3,2,1-ij]quinolin-5-amine